FC(C1=NC(=NO1)C=1C=CC(=NC1)COC1=C2CCNC(C2=CC=C1)=O)(F)F 5-({5-[5-(trifluoromethyl)-1,2,4-oxadiazol-3-yl]pyridin-2-yl}methoxy)-3,4-dihydroisoquinolin-1(2H)-one